ClC=1C=C2C(=NC1)[C@]1([C@@](O2)([C@@H]([C@H]([C@H]1O)C(=O)O)C1=CC=CC=C1)C1=CC=C(C=C1)C)O |r| rac-(5aR,6S,7R,8R,8aS)-3-chloro-8,8a-dihydroxy-6-phenyl-5a-(p-tolyl)-5a,7,8,8a-tetrahydro-6H-cyclopenta[4,5]furo[3,2-b]pyridine-7-carboxylic acid